ClC1=NC(=CC(=C1)C1CN(CCC1)C(=O)OC(C)(C)C)Cl tert-butyl 3-(2,6-dichloropyridin-4-yl)piperidine-1-carboxylate